(S)-4-(3-aminopiperidin-1-yl)-N-(2-(2-fluoro-6-methoxyphenyl)pyrimidin-4-yl)-6'-(1-methylpiperidin-4-yl)-[3,3'-bipyridin]-6-amine N[C@@H]1CN(CCC1)C1=C(C=NC(=C1)NC1=NC(=NC=C1)C1=C(C=CC=C1OC)F)C=1C=NC(=CC1)C1CCN(CC1)C